C1(CC1)C=1C=CC(=NC1F)C(NC(=O)C1N(CC(C1)F)C(CC=1OC(=CN1)C)=O)C1=CC=CC=C1 N-[(5-cyclopropyl-6-fluoropyridin-2-yl)(phenyl)methyl]-4-fluoro-1-[2-(5-methyl-1,3-oxazol-2-yl)acetyl]pyrrolidine-2-carboxamide